C=C1CC2(CC(CN2C1)=C)COC=1N=C(C2=C(N1)CN(CC2)C2=CC(=CC1=CC=C(C(=C21)CC)F)OCOC)O 2-((2,6-dimethylenetetrahydro-1H-pyrrolizin-7a(5H)-yl)methoxy)-7-(8-ethyl-7-fluoro-3-(methoxymethoxy)naphthalen-1-yl)-5,6,7,8-tetrahydropyrido[3,4-d]pyrimidin-4-ol